1-[3-(4-tetrahydropyran-2-yl-1,2,4-triazol-3-yl)phenyl]pyrrolo[2,3-b]pyridine-5-carbaldehyde O1C(CCCC1)N1C(=NN=C1)C=1C=C(C=CC1)N1C=CC=2C1=NC=C(C2)C=O